(5S,8S,10aR)-3-acetyl-5-{[(tert-butoxy)carbonyl]amino}-6-oxo-decahydropyrrolo[1,2-a][1,5]diazocine-8-carboxylic acid C(C)(=O)N1CC[C@@H]2N(C([C@H](C1)NC(=O)OC(C)(C)C)=O)[C@@H](CC2)C(=O)O